C(CCCCCNC(=N)NC(=N)NCC(CC)CC)NC(=N)NC(=N)NCC(CC)CC 1,1'-(hexane-1,6-diyl)bis(5-(2-ethylbutyl)biguanide)